6-bromo-7-fluoro-1,2-dihydroisoquinolin-1-one BrC=1C=C2C=CNC(C2=CC1F)=O